N-(4-(2-oxa-7-azaspiro[3.5]nonan-7-yl)cyclohexyl)-2-iodo-1-(2,2,2-trifluoroethyl)-1H-indol-4-amine C1OCC12CCN(CC2)C2CCC(CC2)NC=2C=1C=C(N(C1C=CC2)CC(F)(F)F)I